The molecule is a polymer composed of PEG-ylated sorbitan, where the total number of poly(ethylene glycol) units is 20 (w + x + y + z = 20) and a single terminal is capped by a dodecanoyl group. It has a role as a nonionic surfactant. It is a polysorbate and a dodecanoate ester. CCCCCCCCCCCC(=O)OCCOCC([C@@H]1[C@@H](C(CO1)OCCO)OCCO)OCCO